[Al].C(C)(C)(C)NC=1N=C(C=C2CC(CNC12)C(F)(F)F)C(=O)N1CCOCC1 [8-(tert-butylamino)-3-(trifluoromethyl)-1,2,3,4-tetrahydro-1,7-naphthyridin-6-yl]-morpholinyl-methanone Aluminum